2-chloro-4-(naphthalene-1-yl)-6-phenyl-1,3,5-triazine ClC1=NC(=NC(=N1)C1=CC=CC2=CC=CC=C12)C1=CC=CC=C1